(Z)-1,1,1,4,4,4-hexafluoro-2,3-dimethyl-2-butene FC(\C(=C(/C(F)(F)F)\C)\C)(F)F